ClC=1C=C(C=2N(N1)C(=NN2)C(C)C)NC2=NC=CN=C2 6-chloro-3-isopropyl-N-(pyrazin-2-yl)-[1,2,4]triazolo[4,3-b]pyridazin-8-amine